CC(=NO)CCCCC Methyl-AmylKetoxim